N(C(=O)C)C=1C=C(C=CC1)CC(=O)O 2-(3-acetaminophenyl)Acetic Acid